FC1=CC=C(C=C1)N(C([C@H](C)NC(OC(C)(C)C)=O)=O)C tert-butyl (S)-(1-((4-fluorophenyl)(methyl)amino)-1-oxopropan-2-yl)carbamate